C(C1=CC=CC=C1)(=O)OC(=O)C=1C(=C(C=CC1)C)OOC(C)(C)C tert-butylperoxy-m-toluoyl benzoate